C(C1=CC=CC=C1)NC1=CC=C(C(=N1)N1C(CN(CC1)C(=O)OC(C)(C)C)=O)C1=COC=C1 tert-butyl 4-(6-(benzylamino)-3-(furan-3-yl) pyridin-2-yl)-3-oxopiperazine-1-carboxylate